4-methyl-3,8-diazabicyclo[4.2.0]octane-8-carboxylate CC1NCC2N(CC2C1)C(=O)[O-]